C12(CCC(CC1)CC2)C2=NC(=C(C=C2Cl)B2OC(C(O2)(C)C)(C)C)C 2-(1-bicyclo[2.2.2]octanyl)-3-chloro-6-methyl-5-(4,4,5,5-tetramethyl-1,3,2-dioxaborolan-2-yl)pyridine